CC1(CC1)NC1=NC(=CC2=C1N=C(N=C2)S(=O)C)C#N 8-((1-methylcyclopropyl)amino)-2-(methylsulfinyl)pyrido[3,4-d]pyrimidine-6-carbonitrile